6-((1S,2S)-2-(5-cyclopropylpyrimidin-2-yl)cyclobutyl)-4-oxo-1-((S)-1-(6-(trifluoromethyl)pyridin-3-yl)ethyl)-4,5-dihydro-1H-pyrazolo[3,4-d]pyrimidine-3-carbonitrile C1(CC1)C=1C=NC(=NC1)[C@@H]1[C@H](CC1)C=1NC(C2=C(N1)N(N=C2C#N)[C@@H](C)C=2C=NC(=CC2)C(F)(F)F)=O